N,N',N'-tridodecylethane-1,2-diamine C(CCCCCCCCCCC)NCCN(CCCCCCCCCCCC)CCCCCCCCCCCC